4-fluoro-2-(4-(3-(7-fluoro-1-oxo-1,2-dihydroisoquinolin-3-yl)propanoyl)piperazin-1-yl)benzonitrile FC1=CC(=C(C#N)C=C1)N1CCN(CC1)C(CCC=1NC(C2=CC(=CC=C2C1)F)=O)=O